(5R)-2-[2-Fluoro-4-(hydroxymethyl)phenyl]-5-methyl-N-[(3S)-2-oxo-5-phenyl-1,3-dihydro-1,4-benzodiazepin-3-yl]-6,7-dihydro-5H-pyrazolo[5,1-b][1,3]oxazine-3-carboxamide FC1=C(C=CC(=C1)CO)C1=NN2C(O[C@@H](CC2)C)=C1C(=O)N[C@@H]1C(NC2=C(C(=N1)C1=CC=CC=C1)C=CC=C2)=O